C(CC\C=C\CCCCCCCC)CC(=O)O.C(C)(=O)OCCC\C=C\CCCCCCCC (E)-4-tridecen-1-yl acetate ((E)-4-tridecen-1-yl acetate)